C(OCCCOOC(C)(C)CC)([O-])=O t-pentylperoxy-n-propyl monocarbonate